4-(6-chloro-9H-fluoren-2-yl)-1H-1,2,3-triazole-5-carboxylic acid ClC=1C=C2C=3C=CC(=CC3CC2=CC1)C=1N=NNC1C(=O)O